CSC1=C(C(N)(N)SC)C=CC=C1 bis(methylthio)toluenediamine